FC1=C(C(=CC=C1C=1CN[C@@H](C1)C)O)N1CC(NS1(=O)=O)=O (R)-5-(2-fluoro-6-hydroxy-3-(5-methyl-2,5-dihydro-1H-pyrrol-3-yl)phenyl)-1,2,5-thiadiazolidin-3-one 1,1-dioxide